C(C)N1N=C(C(=C1CCC)O)CCC 1-ethyl-4-hydroxy-3,5-di-n-propyl-pyrazole